FC1=C(C(=CC(=C1)CN[C@@H]1CN(CCC1)S(=O)(=O)C1=CC(=CC=C1)F)O)N1CC(NS1(=O)=O)=O 5-[2-fluoro-4-[[[(3S)-1-(3-fluorophenyl)sulfonyl-3-piperidyl]amino]methyl]-6-hydroxy-phenyl]-1,1-dioxo-1,2,5-thiadiazolidin-3-one